trimethyl orthocarbonate C(OC)(OC)(OC)[O-]